N-(1-(3,5-difluorobenzyl)-2-(difluoromethyl)-1H-imidazol-4-yl)-2-hydroxypropanamide FC=1C=C(CN2C(=NC(=C2)NC(C(C)O)=O)C(F)F)C=C(C1)F